N-((1R,2R,4S)-7-cyano-7-azabicyclo[2.2.1]heptan-2-yl)-4-(6-(1-cyanocyclopropyl)-2-pyridinyl)-2-cyclopropylbenzamide C(#N)N1[C@H]2[C@@H](C[C@@H]1CC2)NC(C2=C(C=C(C=C2)C2=NC(=CC=C2)C2(CC2)C#N)C2CC2)=O